1-[2-(1-Isopropyl-6-methoxy-4-methyl-hexyl)sulfanyl-3,3-dimethyl-cyclohexyl]pent-4-en-1-one C(C)(C)C(CCC(CCOC)C)SC1C(CCCC1(C)C)C(CCC=C)=O